BrC1=CC=C2C(=N1)C(=CN2)CC(CO)(C)C 3-[5-bromo-1H-pyrrolo[3,2-b]pyridin-3-yl]-2,2-dimethylpropan-1-ol